ethyl 2-dimethylamino-α-cyanocinnamate CN(C1=C(C=C(C(=O)OCC)C#N)C=CC=C1)C